(2R,3R,4S,5R,6R)-6-((3-(1-hydroxy-2-methylpropan-2-yl)isoxazol-5-yl)methyl)-2-(hydroxymethyl)-5-methoxy-4-(4-(2,3,4-trifluorophenyl)-1H-1,2,3-triazol-1-yl)tetrahydro-2H-pyran-3-ol OCC(C)(C)C1=NOC(=C1)C[C@@H]1[C@@H]([C@H]([C@H]([C@H](O1)CO)O)N1N=NC(=C1)C1=C(C(=C(C=C1)F)F)F)OC